7-bromo-4-chloro-5-fluoro-N-(oxetan-3-yl)quinoline-3-sulfonamide BrC1=CC(=C2C(=C(C=NC2=C1)S(=O)(=O)NC1COC1)Cl)F